4-methoxybenzyl-(methyl)carbamic acid tert-butyl ester C(C)(C)(C)OC(N(C)CC1=CC=C(C=C1)OC)=O